C1(CC1)C1=C(C=NN1C)C1=CC=C2C(=CN=C(C2=C1F)N)C=1SC(=C(N1)CN(C)C)C1CCOCC1 7-(5-cyclopropyl-1-Methyl-1H-pyrazol-4-yl)-4-(4-((dimethylamino)methyl)-5-(tetrahydropyran-4-yl)thiazol-2-yl)-8-Fluoroisoquinolin-1-amine